2-ethyl-2-amino(4-morpholinophenyl)butan-1-one C(C)C(C(=O)C1=CC=C(C=C1)N1CCOCC1)(CC)N